dimethyl-tertiary butylamine CN(C(C)(C)C)C